F[C@H]1[C@H](CN(CC1)C(=O)OC(C)(C)C)NC1=NN=C(C=2N1C=CC2)C2=C(C=C(C=C2)C(F)(F)F)OCOC tert-Butyl (3S,4R)-4-fluoro-3-((1-(2-(methoxymethoxy)-4-(trifluoromethyl)phenyl)pyrrolo[1,2-d][1,2,4]triazin-4-yl)amino)piperidine-1-carboxylate